disodium diphenylsulfide C1(=CC=CC=C1)SC1=CC=CC=C1.[Na].[Na]